C(C)(C)(C)[Si](C1=CC=CC=C1)(C1=CC=CC=C1)OCC1CCC(CC1)OCCCCCCCC tert-butyl-((4-(octyloxy)cyclohexyl)methoxy)diphenylsilane